4-[5-(3,5-dichlorophenyl)-5-trifluoromethyl-4,5-dihydro-isoxazole-3-yl]-2-methyl-benzoate ClC=1C=C(C=C(C1)Cl)C1(CC(=NO1)C1=CC(=C(C(=O)[O-])C=C1)C)C(F)(F)F